ethyltriphenylphosphonium tri-iodide [I-].[I-].[I-].C(C)[P+](C1=CC=CC=C1)(C1=CC=CC=C1)C1=CC=CC=C1.C(C)[P+](C1=CC=CC=C1)(C1=CC=CC=C1)C1=CC=CC=C1.C(C)[P+](C1=CC=CC=C1)(C1=CC=CC=C1)C1=CC=CC=C1